FC(CC1=NC2=CC=CC=C2C(N1)=O)(F)F 2-(2,2,2-Trifluoroethyl)quinazolin-4(3H)-one